C1(CC1)C[C@@H]1N[C@H](C2=CC=C(C=C2C1)OC)C1=CC=C(C#N)C=C1 4-[(1S,3S)-3-(cyclopropylmethyl)-6-methoxy-1,2,3,4-tetrahydroisoquinolin-1-yl]benzonitrile